COC(=O)C=1C=CC2=C(N(C(=N2)C(N2CCCCC2)OC2=NC=CC(=C2)COC2=C(C=C(C=C2)C#N)F)CC2N(C(CC2)=O)CC)C1 2-((4-((4-cyano-2-fluorophenoxy)methyl)pyridin-2-yl)oxy(Piperidin-1-yl)methyl)-1-((1-ethyl-5-oxopyrrolidin-2-yl)methyl)-1H-benzo[d]imidazole-6-carboxylic acid methyl ester